4-amino-3-((1s,4s)-4-methoxycyclohexyl)-1-methyl-1H-pyrazole-5-carboxylic acid ethyl ester C(C)OC(=O)C1=C(C(=NN1C)C1CCC(CC1)OC)N